2-(2'-(1-Methylcyclopropyl)-7'-oxo-5'H-spiro[cyclopropane-1,4'-thieno[2,3-c]pyridin]-6'(7'H)-yl)-N-(pyrimidin-2-yl)acetamide CC1(CC1)C1=CC2=C(C(N(CC23CC3)CC(=O)NC3=NC=CC=N3)=O)S1